FC(C(=O)N1CCC(CC1)O)(F)C=1C=C(C(=O)NC2=CC(=C(C=C2)F)C)C=CC1 3-(1,1-difluoro-2-(4-hydroxypiperidin-1-yl)-2-oxoethyl)-N-(4-fluoro-3-methylphenyl)benzamide